C(C)(C)(C)C1=C(C(=CC=C1NC1=NC(=NC(=N1)SCCCCCCCC)SCCCCCCCC)C(C)(C)C)O 2,6-di-t-butyl-(4,6-bis(octylthio)-1,3,5-triazin-2-ylamino)phenol